ethyl 2-(5-(2-(1,3-dioxolan-2-yl)-3-((4-methoxybenzyl)oxy)phenyl) thiazol-2-yl)acetate O1C(OCC1)C1=C(C=CC=C1OCC1=CC=C(C=C1)OC)C1=CN=C(S1)CC(=O)OCC